C(#N)C(C(=O)[O-])(C#N)C#N Tricyanoacetat